ClC1=C(C=C(C(=O)N2CC=3N=C(N(C(C3C[C@H]2C)=O)C2CCC(CC2)(C(=O)NC)F)S)C=C1)C(F)(F)F (trans)-4-((R)-7-(4-chloro-3-(trifluoromethyl)benzoyl)-2-mercapto-6-methyl-4-oxo-5,6,7,8-tetrahydropyrido[3,4-d]pyrimidin-3(4H)-yl)-1-fluoro-N-methylcyclohexanecarboxamide